CNC(=O)NC=1C=NN2C1N=C(C=C2NC)C2=CN(C1=NC=CC=C12)C1CCOCC1 1-methyl-3-(7-(methylamino)-5-(1-(tetrahydro-2H-pyran-4-yl)-1H-pyrrolo[2,3-b]pyridin-3-yl)pyrazolo[1,5-a]pyrimidin-3-yl)urea